4-((6-chloro-5-fluoropyridin-3-yl)methyl)-5-fluoro-2,3-dimethyl-1H-indole-7-carboxamide ClC1=C(C=C(C=N1)CC1=C2C(=C(NC2=C(C=C1F)C(=O)N)C)C)F